bisperfluoroethylsulfonylimide lithium [Li+].[N-](S(=O)(=O)C(F)(F)C(F)(F)F)S(=O)(=O)C(F)(F)C(F)(F)F